2-(3-{(1R)-1-[3,5-bis(trifluoromethyl)benzoylamino]Ethyl}pyrazin-2-yl)-N-ethyl-N-methyl-1,3-thiazole-5-carboxamide FC(C=1C=C(C(=O)N[C@H](C)C=2C(=NC=CN2)C=2SC(=CN2)C(=O)N(C)CC)C=C(C1)C(F)(F)F)(F)F